methyl 2-chloro-6-cyano-9H-pyrido[2,3-b]indole-3-carboxylate ClC=1C(=CC2=C(NC3=CC=C(C=C23)C#N)N1)C(=O)OC